NC1=NC(=CC(=N1)O)CCCCCC 2-amino-4-hydroxy-6-hexyl-pyrimidine